(2S)-2-amino-1-(4-(amino(4,5-dichloro-2-hydroxyphenyl)methyl)piperidin-1-yl)propan-1-one N[C@H](C(=O)N1CCC(CC1)C(C1=C(C=C(C(=C1)Cl)Cl)O)N)C